C1(=CC=CC=C1)C1=CC(OC2=CC=CC=C12)C#CC1=CC=CC=C1 4-phenyl-2-(phenylethynyl)-2H-chromene